1-(4-(4-amino-7-cyclopropyl-7H-pyrrolo[2,3-d]pyrimidin-5-yl)-2-fluorophenyl)-3-(4-((4-methylpiperazin-1-yl)methyl)-2-(trifluoromethoxy)phenyl)urea NC=1C2=C(N=CN1)N(C=C2C2=CC(=C(C=C2)NC(=O)NC2=C(C=C(C=C2)CN2CCN(CC2)C)OC(F)(F)F)F)C2CC2